tert-butyl (1R,5S)-7-(3-(2-(methoxymethoxy)phenyl)-7H-pyrrolo[2,3-c]pyridazin-6-yl)-7-methyl-3-oxa-9-azabicyclo[3.3.1]nonane-9-carboxylate COCOC1=C(C=CC=C1)C1=CC2=C(N=N1)NC(=C2)C2(C[C@H]1COC[C@@H](C2)N1C(=O)OC(C)(C)C)C